(((9aR,10S)-10-((R)-(2,3-difluorophenyl)(phenyl)methyl)-3,5-dioxo-3,5,8,9,9a,10-hexahydro-7H-pyrrolo[1',2':4,5]pyrazino[1,2-b]pyridazin-4-yl)oxy)methyl(tert-butoxycarbonyl)-L-valinate FC1=C(C=CC=C1F)[C@H]([C@H]1[C@@H]2N(C(C=3N1N=CC(C3O[C@](N(C(=O)OC(C)(C)C)C)(C(C)C)C(=O)[O-])=O)=O)CCC2)C2=CC=CC=C2